6-Fluoro-N-(5-fluoro-2-((2S,3S)-2-methylpiperidin-3-yl)thieno[2,3-b]pyridin-4-yl)benzo[d]thiazol-5-amine FC1=CC2=C(N=CS2)C=C1NC1=C2C(=NC=C1F)SC(=C2)[C@@H]2[C@@H](NCCC2)C